CC(C)(C)OC(=O)NOCC1=CC=CC=C1 tert-butyl N-(benzyloxy)carbamate